methyl 3-((methylsulfonyl)amino)-2-(((4-phenylcyclohexyl)oxy)methyl)piperidine-1-carboxylate CS(=O)(=O)NC1C(N(CCC1)C(=O)OC)COC1CCC(CC1)C1=CC=CC=C1